(R)-(-)-mandelat C([C@H](O)C1=CC=CC=C1)(=O)[O-]